IC1=NNC2=C1N=CN=C2O 3-Iodo-1H-pyrazolo[4,3-d]pyrimidin-7-ol